trans-racemic-benzyl-5-((tert-butoxycarbonyl)amino)-2-((S)-1-((tert-butyldimethylsilyl)oxy)ethyl)piperidine-1-carboxylate C(C1=CC=CC=C1)OC(=O)N1[C@H](CC[C@@H](C1)NC(=O)OC(C)(C)C)[C@H](C)O[Si](C)(C)C(C)(C)C |r|